N-tetradecenyl-diethanolamine C(=CCCCCCCCCCCCC)N(CCO)CCO